COCCCN1C(C2=C(C(=C1)C=1C=C(C(=O)N(C)C)C=CC1)C=CN2)=O 3-[6-(3-methoxypropyl)-7-oxo-1H-pyrrolo[2,3-c]pyridin-4-yl]-N,N-dimethylbenzamide